methyl-4-(2-(2-(2,6-dioxopiperidin-3-yl)-3-oxoisoindolin-4-yl)ethyl)piperidine CN1CCC(CC1)CCC1=C2C(N(CC2=CC=C1)C1C(NC(CC1)=O)=O)=O